(R)-4-(2-chloro-7-(2,5-dihydro-1H-pyrrol-3-yl)thieno[3,2-d]Pyrimidin-4-yl)-3-methylmorpholine hydrochloride Cl.ClC=1N=C(C2=C(N1)C(=CS2)C=2CNCC2)N2[C@@H](COCC2)C